N-[4-[[3-[2-[(1r,4r)-(4-Aminocyclohexyl)amino]pyrimidin-4-yl]-4-pyridyl]oxy]-2-chloro-5-fluorophenyl]2-chlorobenzenesulfonamide NC1CCC(CC1)NC1=NC=CC(=N1)C=1C=NC=CC1OC1=CC(=C(C=C1F)NS(=O)(=O)C1=C(C=CC=C1)Cl)Cl